tert-butyl (4-chlorophenyl)carbamate ClC1=CC=C(C=C1)NC(OC(C)(C)C)=O